7-morpholino-5-[(2E)-2-(m-tolylmethylene)hydrazino]-N-(3-pyridyl)oxazolo[4,5-d]pyrimidine-2-carboxamide O1CCN(CC1)C=1C2=C(N=C(N1)N/N=C/C=1C=C(C=CC1)C)N=C(O2)C(=O)NC=2C=NC=CC2